Cl.N1=CN=C(C2=C1NC=C2)N2CCSC(=C2)C(=O)N2CC(CCC2)(C)N (4-(7H-pyrrolo[2,3-d]pyrimidin-4-yl)-3,4-dihydro-2H-1,4-thiazin-6-yl)(3-amino-3-methylpiperidin-1-yl)methanone hydrochloride